ethyl 7-methyl-2,4-dioxo-1,2,3,4-tetrahydropyrrolo[2,1-f][1,2,4]tri-azine-6-carboxylate CC1=C(C=C2C(NC(NN21)=O)=O)C(=O)OCC